C12=C(NC(=O)N1)NC(=O)NC2=O The molecule is an oxopurine in which the purine ring is substituted by oxo groups at positions 2, 6, and 8. It has a role as a human metabolite, an Escherichia coli metabolite and a mouse metabolite. It is a tautomer of a 2,6-dihydroxy-7,9-dihydro-8H-purin-8-one, a 9H-purine-2,6,8-triol, a 7H-purine-2,6,8-triol, a 1H-purine-2,6,8-triol and a 5,7-dihydro-1H-purine-2,6,8(9H)-trione.